[C@H]12CN(C[C@H](CC1)N2)C2=NC(=NC1=C(C(=C(C=C21)F)C2=CC(=CC1=CC=CC(=C21)Cl)O)F)OC[C@]21CCCN1C[C@@H](C2)F 4-(4-((1R,5S)-3,8-diazabicyclo[3.2.1]-octan-3-yl)-6,8-difluoro-2-(((2R,7aS)-2-fluorotetrahydro-1H-pyrrolizin-7a(5H)-yl)methoxy)quinazolin-7-yl)-5-chloronaphthalen-2-ol